methyl-(phenyl)iminosulfone CC1=C(C=CC=C1)N=S(=O)=O